C(=C)S(=O)(=O)C1CCN(CC1)C(=O)C1=CC=2C(C3=CC=CC=C3C(C2C=C1)=O)=O 2-(4-(vinyl-sulfonyl)piperidine-1-carbonyl)anthracene-9,10-dione